CN1C(N(C(C=2N(C=NC12)C)=O)CCC1CCC(CC1)=O)=O 3,7-dimethyl-1-(2-(4-oxocyclohexyl)ethyl)-1H-purine-2,6(3H,7H)-dione